dipotassium hydroxide [OH-].[K+].[K+].[OH-]